7-((1-([1,3'-biazetidin]-3-yl)piperidin-4-yl)methoxy)-5-fluoro-2-(((tetrahydro-2H-pyran-4-yl)thio)methyl)quinazolin-4(3H)-one N1(CC(C1)N1CCC(CC1)COC1=CC(=C2C(NC(=NC2=C1)CSC1CCOCC1)=O)F)C1CNC1